C(C)(C)(C)OC(=O)NCCOC=1C=C(C(=C2C=CNC12)C#C[Si](C(C)C)(C(C)C)C(C)C)C(=O)O 7-(2-((Tert-Butoxycarbonyl)amino)ethoxy)-4-((triisopropylsilyl)ethynyl)-1H-indole-5-carboxylic acid